CC1(OC2=CC(=CC=C2C=C1C=C)N(C(OC(C)(C)C)=O)CC)C tert-butyl (2,2-dimethyl-3-vinylchromen-7-yl)(ethyl)carbamate